2-(2-(cyclopropanesulfonylamino)thiazol-4-yl)-N-(4-(6-ethoxypyrazin-2-yl)-2-fluorophenyl)butanamide C1(CC1)S(=O)(=O)NC=1SC=C(N1)C(C(=O)NC1=C(C=C(C=C1)C1=NC(=CN=C1)OCC)F)CC